(S)-6-(2-chloro-5-fluoropyrimidin-4-yl)-8-fluoro-2-isopropyl-3-methyl-3,4-dihydro-5-oxa-1,2a-diazaacenaphthylene ClC1=NC=C(C(=N1)C1=C2OC[C@@H](N3C(=NC(C(=C1)F)=C32)C(C)C)C)F